ClC1=C(C=C(C=C1)[N+](=O)[O-])C1NC2(C3NNC(N3C3SC4C[C@H](CC4C13)C(=O)N1CCOCC1)C)CC2 (13'S)-9'-(2-chloro-5-nitrophenyl)-3'-methyl-13'-(morpholine-4-carbonyl)-16'-thia-2',4',5',8'-tetraazaspiro[cyclopropane-1,7'-tetracyclo[8.6.0.02,6.011,15]hexadecane]